(2R,3R,4R,5S)-1-butyl-2-(hydroxymethyl)piperidine-3,4,5-triol C(CCC)N1[C@@H]([C@H]([C@@H]([C@H](C1)O)O)O)CO